C(#N)C(C[C@H]1C(NCC1)=O)NC([C@H](CC1CC1)N1C(C(=C(C=C1)C)[N+](=O)[O-])=O)=O (2S)-N-[(11S)-1-cyano-2-[(3S)-2-oxopyrrolidin-3-yl]ethyl]-3-cyclopropyl-2-(4-methyl-3-nitro-2-oxo-1-pyridyl)propanamide